O=C1\C(\CCCC1)=C\C1=CC=C(C=C1)C(C(=O)O)C [4-[(E)-(2-oxocyclohexylidene)methyl]phenyl]propanoic acid